C(C)OC(=O)C1=CN(C2=NC=C(C=C2C1=O)Br)CC(C)(C)O 6-bromo-1-(2-hydroxy-2-methyl-propyl)-4-oxo-1,8-naphthyridine-3-carboxylic acid ethyl ester